O=C1N(CCC1)[C@H](C#N)CC (S)-2-(2-oxopyrrolidin-1-yl)butyronitrile